C(C)OC1=NC=C(C=C1NC1=NNC2=CC(=CC=C12)[C@@H]1C[C@@]12C(NC1=CC=C(C=C21)OC)=O)C=2SC=CN2 (1R,2S)-2-(3-{[2-ethoxy-5-(1,3-thiazol-2-yl)pyridin-3-yl]amino}-1H-indazol-6-yl)-5'-methoxyspiro[cyclopropane-1,3'-indol]-2'(1'H)-one